ClC1=CC=C(C=N1)NC1=NC=CC2=CC(=CC=C12)O[C@H]1CSCC1 (R)-N-(6-chloropyridin-3-yl)-6-((tetrahydrothiophen-3-yl)oxy)isoquinolin-1-amine